(S)-methyl (6-((2-amino-2,4-dimethylpentyl)oxy)-4-methyl-[3,4'-bipyridin]-2'-yl)carbamate N[C@](COC1=CC(=C(C=N1)C1=CC(=NC=C1)NC(OC)=O)C)(CC(C)C)C